C(C)(C)C1=CC(C(CC1)C)SC[C@H](N)C(=O)OCC1=CC=CC=C1 benzyl S-(3-isopropyl-6-methylcyclohex-2-en-1-yl)cysteinate